O=C1NC(CCC1N1C(C2=CC=C(C=C2C1=O)CNC(C(C1=CC(=CC=C1)N1N=CC(=C1)C1=NC2=CC=CC=C2N=C1)(F)F)=O)=O)=O N-((2-(2,6-Dioxopiperidin-3-yl)-1,3-dioxoisoindolin-5-yl)methyl)-2,2-difluoro-2-(3-(4-(quinoxalin-2-yl)-1H-pyrazol-1-yl)phenyl)acetamide